COC(\C(=C/C(=O)OC)\N1CCN(CC1)CCCl)=O 2-(4-(2-chloroethyl)piperazin-1-yl)maleic acid dimethyl ester